BrC=1C(=NN2C1CC[C@@H]([C@@H]2COC2CCN(CC2)C2=NC=C(C=N2)F)NS(=O)(=O)C)CC |r| rac-N-[(6S,7R)-3-bromo-2-ethyl-7-({[1-(5-fluoropyrimidin-2-yl)piperidin-4-yl]oxy}methyl)-4,5,6,7-tetrahydropyrazolo[1,5-a]pyridin-6-yl]methanesulfonamide